O1CCN(CC1)C=1OC2=CC=C(C=C2C(C1)=O)C#N 2-morpholino-4-oxo-chromene-6-carbonitrile